Manganese nickel aluminum [Al].[Ni].[Mn]